tert-butyl 4-(3-(2-ethyl-4-((3-iodoimidazo[1,2-a]pyrazin-8-yl)amino)benzamido)propanoyl)piperazine-1-carboxylate C(C)C1=C(C(=O)NCCC(=O)N2CCN(CC2)C(=O)OC(C)(C)C)C=CC(=C1)NC=1C=2N(C=CN1)C(=CN2)I